(2S)-2-[(benzylcarbamoyl)amino]-5,5-dimethylhexanoic acid C(C1=CC=CC=C1)NC(=O)N[C@H](C(=O)O)CCC(C)(C)C